FC(C=C)(C(C(C(C(C(C(C(F)(F)F)(F)F)(F)F)(F)F)(F)F)(F)F)(F)F)F 3,3,4,4,5,5,6,6,7,7,8,8,9,9,10,10,10-Heptadecafluorodecene